(1S,2R)-2-((5-chloro-2-((2-(difluoromethoxy)-4-(4-methyl-piperazin-1-yl)phenyl)amino)-pyrimidin-4-yl)amino)cyclopentane-1-carboxamide ClC=1C(=NC(=NC1)NC1=C(C=C(C=C1)N1CCN(CC1)C)OC(F)F)N[C@H]1[C@H](CCC1)C(=O)N